(S)-2-(3-((S)-1-Carboxy-5-(4-(4-(4-(3-fluoropropyl)-1H-1,2,3-triazol-1-yl)benzoyl)-piperazine-1-carboxamido)pentyl)ureido)pentanedioic Acid C(=O)(O)[C@H](CCCCNC(=O)N1CCN(CC1)C(C1=CC=C(C=C1)N1N=NC(=C1)CCCF)=O)NC(N[C@H](C(=O)O)CCC(=O)O)=O